ClC=1C=CC(=C(C1)CNC(=O)C1=NC=CC(=C1)NC(C(C)(C)C)=O)O N-[(5-chloro-2-hydroxy-phenyl)methyl]-4-(2,2-dimethylpropionylamino)pyridine-2-carboxamide